NC=1NC(C=2N(C(N(C2N1)[C@@H]1O[C@@H]([C@@H]([C@H]1O)F)CO)=O)CC#C)=O 2-Amino-9-((2R,3S,4R,5R)-4-fluoro-3-hydroxy-5-(hydroxymethyl)tetrahydrofuran-2-yl)-7-(prop-2-yn-1-yl)-7,9-dihydro-1H-purin-6,8-dion